3,5-dimethyl-1-(oxetan-3-yl)-4-(4,4,5,5-tetramethyl-1,3,2-dioxaborolan-2-yl)pyrazole CC1=NN(C(=C1B1OC(C(O1)(C)C)(C)C)C)C1COC1